2-ethyl-6-hydroxy-3,4-dihydro-isoquinolin-1(2H)-one C(C)N1C(C2=CC=C(C=C2CC1)O)=O